CC1=CN(C(=O)NC1=O)[C@H]2C[C@@H]([C@H](O2)COP(=O)(O)OP(=O)(O)OP(=O)(O)O)O 2'-deoxythymidine 5'-triphosphate